CC(C(=O)N)C 2-methylpropaneAmide